(4-(bis(4H-benzo[d][1,3]dioxin-6-yl)methyl)piperazin-1-yl)(5-methyl-1H-benzo[d][1,2,3]triazol-1-yl)methanone O1COCC2=C1C=CC(=C2)C(N2CCN(CC2)C(=O)N2N=NC1=C2C=CC(=C1)C)C1=CC2=C(OCOC2)C=C1